ClC=1C=C(C(=O)O)C=CC1OC[C@@H](C)O (R)-3-chloro-4-(2-hydroxypropoxy)benzoic acid